OC[C@H](C[C@@H]1N(C(OC1)(C)C)C(=O)OC(C)(C)C)CC=C tert-butyl (S)-4-((S)-2-(hydroxymethyl) pent-4-en-1-yl)-2,2-dimethyloxazolidine-3-carboxylate